O=CNCC(NC(CC(NCCC(NC(CCCCCCCCCCCCCCCCC(=O)O)=O)C(=O)O)=O)C(=O)O)=O 1,4,8,14-tetraoxo-2,5,9,13-tetraazatriacontane-6,12,30-tricarboxylic acid